4-(2-((S)-1-(1-(3-isopropyl-1,2,4-oxadiazol-5-yl)piperidin-4-yl)ethoxy)imidazo[2,1-b][1,3,4]thiadiazol-6-yl)-1-methylpyridin-2(1H)-one C(C)(C)C1=NOC(=N1)N1CCC(CC1)[C@H](C)OC1=NN2C(S1)=NC(=C2)C2=CC(N(C=C2)C)=O